O1[C@@H](COCC1)CN1N=C2C3=C(CCC2=C1)OC(=C3C(F)(F)F)C(=O)NC[C@@H]3OCCOC3 2-{[(2R)-1,4-Dioxan-2-yl]methyl}-N-{[(2S)-1,4-dioxan-2-yl]methyl}-8-(trifluoromethyl)-4,5-dihydro-2H-furo[2,3-g]indazol-7-carboxamid